C(C)(C)C1C(CC(CC1)C)C(COCC)(COCC(C)C)CC[Si](C1=CC=C(C=C1)Cl)(C1=CC=C(C=C1)Cl)C1=CC=C(C=C1)Cl 2-(2-isopropyl-5-methylcyclohexyl)-2-(2-(tris(4-chlorophenyl)silyl)ethyl)-1-ethoxy-3-isobutoxy-propane